niobium tetrakis(2-ethylhexanoate) C(C)C(C(=O)[O-])CCCC.C(C)C(C(=O)[O-])CCCC.C(C)C(C(=O)[O-])CCCC.C(C)C(C(=O)[O-])CCCC.[Nb+4]